2-(2-methoxyethoxy)pyridine-4-carboxylic acid COCCOC1=NC=CC(=C1)C(=O)O